C1(CC1)[C@H]1C2=C(N(C([C@H]1NC(C1=CC(=CC=C1)C(F)(F)F)=O)=O)CC)N(N=C2C(=O)O)CCC (4S,5S)-4-cyclopropyl-7-ethyl-6-oxo-1-propyl-5-(3-(trifluoromethyl)benzamido)-4,5,6,7-tetrahydro-1H-pyrazolo[3,4-b]pyridine-3-carboxylic acid